COC[C@@H]1CNCC1 (3S)-3-(methoxymethyl)pyrrolidine